methyl (2S,4S)-1-(3-(((1r,4S)-4-(benzyloxy)cyclohexyl)methyl)-6-fluoro-2-methyl-1H-indole-1-carbonyl)-4-(4-fluorophenyl)-2-methylpiperidine-4-carboxylate C(C1=CC=CC=C1)OC1CCC(CC1)CC1=C(N(C2=CC(=CC=C12)F)C(=O)N1[C@H](C[C@](CC1)(C(=O)OC)C1=CC=C(C=C1)F)C)C